methyl 5-(1H-imidazol-1-yl)-1H-pyrrolo[2,3-c]pyridine-7-carboxylate N1(C=NC=C1)C=1C=C2C(=C(N1)C(=O)OC)NC=C2